FC1=CC(=CC(=C1C(=O)O)C)C(F)(F)F 6-fluoro-2-methyl-4-(trifluoromethyl)benzoic acid